N1=CNC2=NC=CC(=C21)C=2C=NN(C2)C2=CC=C(C=N2)[C@@](C(F)(F)F)(O)C2CN(CC2)C2COC2 (S)-1-(6-(4-(3H-imidazo[4,5-b]pyridin-7-yl)-1H-pyrazol-1-yl)pyridin-3-yl)-2,2,2-trifluoro-1-(1-(oxetan-3-yl)pyrrolidin-3-yl)ethanol